CS(=O)(=O)OCC=1C=C2CCN(CC2=CC1)C(=O)OC(C)(C)C tert-butyl 6-((methylsulfonyloxy)methyl)-3,4-dihydroisoquinoline-2(1H)-carboxylate